ethyl 1-(6-bromopyridin-2-yl)-1,4,7,10-tetraoxadodecan-12-oate BrC1=CC=CC(=N1)OCCOCCOCCOCC(=O)OCC